N1=NC=CC2=CC(=CC=C12)C1=CNC=2N=C(N=CC21)N[C@@H]2CCC(N(C2)C)=O (R)-5-((5-(cinnolin-6-yl)-7H-pyrrolo[2,3-d]pyrimidin-2-yl)amino)-1-methylpiperidin-2-one